C=1(C(=CC=CC1)CS)CS o-xylene-α,α'-dithiol